tert-butyl N-[2-(2-aminophenyl)ethyl]carbamate NC1=C(C=CC=C1)CCNC(OC(C)(C)C)=O